C(C)C=1C(=CC=C2C=C(C=C(C12)OS(=O)(=O)C(F)(F)F)OCOC)F.O(S(=O)(=O)C(F)(F)F)C1=CC(=CC2=CC=C(C(C12)CC)F)O 8-ethyl-7-fluoro-3-hydroxy-8,8a-dihydronaphthalen-1-yl triflate 8-ethyl-7-fluoro-3-(methoxymethoxy)naphthalen-1-yl-triflate